N-((1r,4r)-4-(3-Chloro-4-cyanophenoxy)cyclohexyl)-6-(4-(4-(2,4-dioxotetrahydropyrimidin-1(2H)-yl)-1-isopropyl-1H-indole-6-carbonyl)piperazin-1-yl)pyridazine-3-carboxamide ClC=1C=C(OC2CCC(CC2)NC(=O)C=2N=NC(=CC2)N2CCN(CC2)C(=O)C2=CC(=C3C=CN(C3=C2)C(C)C)N2C(NC(CC2)=O)=O)C=CC1C#N